CSC=1C=C(C=CC1)N1C(C=CC1=O)=O 1-[3-(Methylsulfanyl)phenyl]-2,5-dihydro-1H-pyrrole-2,5-dione